2-hydroxy-2-(4-iodophenyl)propane ethyl-2-hydroxy-5-methoxy-1-methyl-6-oxopyrimidine-4-carboxylate C(C)OC(=O)C=1N=C(N(C(C1OC)=O)C)O.OC(C)(C)C1=CC=C(C=C1)I